C(=O)(O)C1=C(C=CC=C1)C=1C2=CC=C(C=C2OC2=CC(C=CC12)=[N+](CC)CC)N(CC)CC N-(9-(2-carboxyphenyl)-6-(diethylamino)-3H-xanthen-3-ylidene)-N-ethylethanaminium